N-(2,4-dimethoxybenzyl)-N-(1-(3-(2-(4-methoxybenzyl)hydrazine-1-carbonyl)pyrazin-2-yl)ethyl)-3,5-bis(trifluoromethyl)benzamide COC1=C(CN(C(C2=CC(=CC(=C2)C(F)(F)F)C(F)(F)F)=O)C(C)C2=NC=CN=C2C(=O)NNCC2=CC=C(C=C2)OC)C=CC(=C1)OC